S(=O)(O)O.C(CCC)N1CN(C=C1)C 1-butyl-3-methylimidazole hydrogen sulfite